COC1=CC=C(C=C1)C(OC[C@@H]1C([C@H]([C@@H](O1)N1C(NC(C=C1)=O)=O)OC(C)=O)O)(C1=CC=CC=C1)C1=CC=C(C=C1)OC acetic acid [(2r,3r,5r)-5-[[bis(4-methoxyphenyl)-phenyl-methoxy] methyl]-2-(2,4-dioxopyrimidin-1-yl)-4-hydroxy-tetrahydrofuran-3-yl] ester